N[C@@H]1C2=CC=CC=C2CC12CCN(CC2)C2=CC(=CC(=N2)OCCOC)C(=C)C2=NNC=C2 (S)-6-(1-amino-1,3-dihydrospiro[indene-2,4'-piperidine]-1'-yl)-3-(1-(2-(2-methoxyethoxy)pyridin-4-yl)vinyl)-1H-pyrazole